(R)-N-(3-(3,5-dimethylisoxazol-4-yl)-4-(piperidin-2-ylmethoxy)phenyl)-2-(3-fluorophenyl)acetamide CC1=NOC(=C1C=1C=C(C=CC1OC[C@@H]1NCCCC1)NC(CC1=CC(=CC=C1)F)=O)C